FC=1C=CC(=NC1)C1=NN2C(OCC(C2)(C)C)=C1C1=CC=2N(C=C1C)N=CC2 2-(5-fluoro-2-pyridinyl)-6,6-dimethyl-3-(6-methylpyrazolo[1,5-a]pyridin-5-yl)-5,7-dihydropyrazolo[5,1-b][1,3]oxazine